methyl-tertiary butylphenol CC=1C(=C(C=CC1)O)C(C)(C)C